3-(4-fluoro-1-oxo-5-(7-(pyrrolidin-1-ylmethyl)imidazo[1,5-a]pyridin-5-yl)isoindolin-2-yl)piperidine-2,6-dione FC1=C2CN(C(C2=CC=C1C1=CC(=CC=2N1C=NC2)CN2CCCC2)=O)C2C(NC(CC2)=O)=O